2-(3-piperidyl)-3H-imidazo[4,5-b]pyridin N1CC(CCC1)C1=NC=2C(=NC=CC2)N1